3,3-Difluoro-1-{[(3-fluoropyridin-2-yl)methyl]amino}butan-2-ol FC(C(CNCC1=NC=CC=C1F)O)(C)F